Methyl 6-chloro-5-cyclopropyl-3-[(3-methyl-1-tetrahydropyran-4-yl-pyrazol-4-yl)amino]pyrazine-2-carboxylate ClC1=C(N=C(C(=N1)C(=O)OC)NC=1C(=NN(C1)C1CCOCC1)C)C1CC1